[Ti].[Cd].[Cl-].[NH4+] ammonium chloride cadmium-titanium